5-fluoro-2-((4,6-dichloropyrimidin-2-yl)thio)benzo[d]oxazole FC=1C=CC2=C(N=C(O2)SC2=NC(=CC(=N2)Cl)Cl)C1